C(=C)C=1OCC(N1)CCCC 2-vinyl-4-butyl-2-oxazoline